ClC=CC(=O)OC(CON)C O-[2-(3-chloroacryloxy)-propyl]-hydroxylamine